11-amino-3-cyclopropyl-7-isopropyl-6,7-dihydroisoxazolo[4'',3'':6',7']cyclohepta[1',2':4,5]pyrrolo[2,3-d]pyrimidin-4(5H)-one NC=1C2=C(N=CN1)N(C1=C2C=2C(C(CC1)=O)=C(ON2)C2CC2)C(C)C